(5-{[2-(4-Chlorophenyl)imidazo[1,2-a]pyridin-3-yl]methyl}-2,5-diazabicyclo[2.2.2]oct-2-yl)(2-methylphenyl)methanone ClC1=CC=C(C=C1)C=1N=C2N(C=CC=C2)C1CN1C2CN(C(C1)CC2)C(=O)C2=C(C=CC=C2)C